8-(4-Chloro-2-(trifluoromethyl)phenyl)-9-(4-((3-fluoro-1-(3-fluoropropyl)azetidin-3-yl)methyl)phenyl)-6,7-dihydro-5H-benzo[7]annulen ClC1=CC(=C(C=C1)C=1CCCC2=C(C1C1=CC=C(C=C1)CC1(CN(C1)CCCF)F)C=CC=C2)C(F)(F)F